CONC(C1=CN=CC=C1NC1=C(C=C(C=C1)OC)N(S(=O)(=O)C)C)=O N-methoxy-4-((4-methoxy-2-(N-methylmethylsulfonamido)phenyl)amino)nicotinamide